2-cyclooctene-1-one C1(C=CCCCCC1)=O